CC1=NOC(=C1C1=CC(=C(C=C1)NC1CC(C1)O)[N+](=O)[O-])C (1r,3r)-3-((4-(3,5-dimethylisoxazol-4-yl)-2-nitrophenyl)amino)cyclobutane-1-ol